4-(cyclopropylmethoxy)benzonitrile C1(CC1)COC1=CC=C(C#N)C=C1